lithium bis(phosphonato) borate B(OP(=O)([O-])[O-])(OP(=O)([O-])[O-])[O-].[Li+].[Li+].[Li+].[Li+].[Li+]